4-hydroxy-1-oxyl-2,2,6,6-tetramethylpiperidine OC1CC(N(C(C1)(C)C)O)(C)C